1-ethyl-2,3-dimethylimidazolium trifluoromethanesulfonate FC(S(=O)(=O)[O-])(F)F.C(C)N1C(=[N+](C=C1)C)C